3-methyl-2-oxa-8-azaspiro[4.5]decane-8-carboxylic acid CC1OCC2(C1)CCN(CC2)C(=O)O